(4-chlorophenyl)-5-nitro-1H-benzo[d]imidazole ClC1=CC=C(C=C1)N1C=NC2=C1C=CC(=C2)[N+](=O)[O-]